tert-butyl (4-(2-(4-(4-((2,6-dioxopiperidin-3-yl)amino)-2-fluoro-3-methoxyphenyl)piperazin-1-yl)ethyl)piperidin-1-yl)carbamate O=C1NC(CCC1NC1=C(C(=C(C=C1)N1CCN(CC1)CCC1CCN(CC1)NC(OC(C)(C)C)=O)F)OC)=O